Lauric acid-d23 C(C(C(C(C(C(C(C(C(C(C(C([2H])([2H])[2H])([2H])[2H])([2H])[2H])([2H])[2H])([2H])[2H])([2H])[2H])([2H])[2H])([2H])[2H])([2H])[2H])([2H])[2H])([2H])[2H])(=O)O